ClC=1C2=C(N=CN1)N(C=C2)[C@@H]2C[C@@H]([C@@H]1[C@H]2OC(O1)(C)C)C=O (3aR,4S,6R,6aS)-6-{4-Chloropyrrolo[2,3-d]pyrimidin-7-yl}-2,2-dimethyl-tetrahydro-3aH-cyclopenta[d][1,3]dioxole-4-carbaldehyde